C(C)(C)(C)OC(=O)N1CCC(CC1)COC1=NC(=CC(=C1)C#N)C(F)(F)F 4-(((4-cyano-6-(trifluoromethyl)pyridin-2-yl)oxy)methyl)piperidine-1-carboxylic acid tert-butyl ester